FC1=C(OC=2C=C(C=O)C=CC2)C=CC(=C1)F 3-(2,4-difluorophenoxy)benzaldehyde